C(C)(C)(C)C1=CC(=C(C=C1)NC1=CC=2C(CCC(C2C=C1)(C)C)(C)C)B1OC(C(O1)(C)C)(C)C N-(4-(tert-butyl)-2-(4,4,5,5-tetramethyl-1,3,2-dioxaborolan-2-yl)phenyl)-5,5,8,8-tetramethyl-5,6,7,8-tetrahydronaphthalen-2-amine